(3R,7S)-2-(4-chloro-3-(difluoromethyl)benzoyl)-9-((S)-1-(4-(difluoromethoxy)phenyl)ethanYl)-7-(hydroxymethyl)-3-methyl-1,2,3,4,8,9-hexahydropyrido[4',3':3,4]Pyrazolo[1,5-a]Pyrazine ClC1=C(C=C(C(=O)N2CC3=C(NN4C3=CN(C[C@H]4CO)[C@@H](C)C4=CC=C(C=C4)OC(F)F)C[C@H]2C)C=C1)C(F)F